BrC=1C=2N(C=C(C1)OCOC)N=CC2C#N 4-bromo-6-(methoxymethyloxy)pyrazolo[1,5-a]pyridine-3-carbonitrile